ClC=1C(=C(C=2C(=C(SN2)N2[C@H](CN(CC2)C(C=C)=O)C)C1)F)C1=C2C=NNC2=CC=C1C 1-((3S)-4-(5-chloro-7-fluoro-6-(5-methyl-1H-indazol-4-yl)-2,1-benzothiazol-3-yl)-3-methyl-1-piperazinyl)-2-propen-1-one